CN1CC(=CC1)C1=CN=C2C=CC(=NC2=C1)C=1N=CNC1C1=NC(=CC=C1)C 7-(1-methyl-2,5-dihydropyrrol-3-yl)-2-[5-(6-methyl-2-pyridyl)-1H-imidazol-4-yl]-1,5-naphthyridine